FC1=C(COC2=C(C=CC(=N2)N2C[C@@H](N(CC2)CC2=NC3=C(N2C[C@@H]2OCC2)C=C(C=C3)C(=O)O)C)F)C=CC(=C1)F 2-{[(2S)-4-{6-[(2,4-difluorobenzyl)oxy]-5-fluoropyridin-2-yl}-2-methylpiperazin-1-yl]methyl}-1-[(2R)-oxetan-2-ylmethyl]-1H-benzimidazole-6-carboxylic acid